SCC1(CC=C(C=C1)CS)O 1,4-di(mercaptomethyl)phenol